2-(4-dimethylamino-phenyl)-1H-benzimidazole-5-carboxylic acid phenylamide C1(=CC=CC=C1)NC(=O)C1=CC2=C(NC(=N2)C2=CC=C(C=C2)N(C)C)C=C1